N-(4-methanesulfonylphenyl)-7-{8-methyl-1H,2H,3H-pyrido[2,3-b][1,4]oxazin-7-yl}-5H,6H,7H,8H-pyrido[3,4-d]pyrimidin-2-amine CS(=O)(=O)C1=CC=C(C=C1)NC=1N=CC2=C(N1)CN(CC2)C2=C(C1=C(OCCN1)N=C2)C